1-methyl-N-(3-(3-((4-methyl-4H-1,2,4-triazol-3-yl)methyl)oxetan-3-yl)phenyl)spiro[azetidine-3,2'-pyrido[3,2-b][1,4]oxazine]-4'(3'H)-carboxamide CN1CC2(CN(C3=C(O2)C=CC=N3)C(=O)NC3=CC(=CC=C3)C3(COC3)CC3=NN=CN3C)C1